O=C1NC(CCC1N1C(C2=CC=C(C=C2C1=O)N1CCC(CC1)CN1CCN(CC1)C[C@H]1CN(CCO1)C1=NC=NC(=C1)C1=NNC2=CC=C(C=C12)OC(C)C)=O)=O 2-(2,6-dioxopiperidin-3-yl)-5-(4-((4-(((S)-4-(6-(5-isopropoxy-1H-indazol-3-yl)pyrimidin-4-yl)morpholin-2-yl)methyl)piperazin-1-yl)methyl)piperidin-1-yl)isoindoline-1,3-dione